C(C)(=O)OC([C@H](OC)[C@@H](OC)[C@H](OC)[C@H](OC(C)=O)COC)[2H] 1,5-di-O-acetyl-(1-deuterio)-2,3,4,6-tetra-O-methyl-glucitol